ethyl 2-methylpropanedithioate CC(C(=S)SCC)C